S(=O)(=O)(O)O.O1CC=CC=C1 pyran sulfate